6-(3-(difluoromethyl)-4-(((3r,4r)-4-hydroxy-3-(4-methyl-1-oxo-1,3-dihydroisobenzofuran-5-yl)piperidin-1-yl)methyl)-1H-pyrazol-1-yl)-4-methylpyridine-3-carbonitrile FC(C1=NN(C=C1CN1C[C@H]([C@@H](CC1)O)C=1C(=C2COC(C2=CC1)=O)C)C1=CC(=C(C=N1)C#N)C)F